[Na].C(C)C=1C=C(C=C(C1)C(F)(F)F)CC(=O)NS(N(C1CN(CCC1)C)C=1C=NN(C1)C)(=O)=O 2-[3-Ethyl-5-(trifluoromethyl)phenyl]-N-[(1-methyl-1H-pyrazol-4-yl)(1-methylpiperidin-3-yl)sulfamoyl]acetamide sodium salt